2,6-dichloro-N-methoxy-N-methylnicotinamide ClC1=C(C(=O)N(C)OC)C=CC(=N1)Cl